α,α-dimethylbenzyl chloride CC(C1=CC=CC=C1)(C)Cl